(R)-5-(2-bromo-6-chloropyridin-4-yl)-3-methyl-1,2,3,6-tetrahydropyrazine BrC1=NC(=CC(=C1)C1=N[C@@H](CNC1)C)Cl